(3R,5R)-1-METHOXY-5-METHYLHEPT-6-EN-3-OL COCC[C@@H](C[C@H](C=C)C)O